2-((1S,2S)-2-aminocyclohexyl)-N-(but-2-yn-1-yl)-5-chloro-3-methylthieno[3,2-b]pyridin-7-amine N[C@@H]1[C@H](CCCC1)C1=C(C2=NC(=CC(=C2S1)NCC#CC)Cl)C